CCCCCCCCCCCO 11-undecylalcohol